(S)-5-(2-((3,3-difluorocyclobutyl)amino)-2-oxoacetyl)-N-((S)-3-oxo-1-((S)-2-oxopyrrolidin-3-yl)-4-(trifluoromethoxy)butan-2-yl)-5-azaspiro[2.4]heptane-6-carboxamide FC1(CC(C1)NC(C(=O)N1CC2(CC2)C[C@H]1C(=O)N[C@@H](C[C@H]1C(NCC1)=O)C(COC(F)(F)F)=O)=O)F